ClC1=C(C=C(C=C1)C1=CN(C(C=C1)=O)C(C)C)CC(C(=O)NC1=CC=C(C=C1)C=1N(N=CN1)C)NC(=O)C=1N(N=CC1)C N-[1-[[2-chloro-5-(1-isopropyl-6-oxo-3-pyridyl)phenyl]methyl]-2-[4-(2-methyl-1,2,4-triazol-3-yl)anilino]-2-oxo-ethyl]-2-methyl-pyrazole-3-carboxamide